OC1[C@H](O)[C@@H](O)[C@H](O)[C@H](O1)C 6-Deoxy-D-glucopyranose